IC1=C(C=CC=C1)I di-iodo-benzene